C(CCCC)N(CCOC1=CC=C(C(=O)N)C=C1)CCCCC 4-(2-(dipentylamino)ethoxy)benzamide